COCC1=C(N=CC=2NC3=CC=CC(=C3C21)OCC2=CC=NC=C2)C(=O)OCC ethyl 4-(methoxymethyl)-5-(pyridin-4-ylmethoxy)-9H-pyrido[3,4-b]indole-3-carboxylate